S=SSSC tetrathiapentene